C(C)NC1=NC=C(C=C1N)[N+](=O)[O-] N-Ethyl-5-nitropyridine-2,3-diamine